FC=1C=C(C=CC1C)C1CC=NN1C(=O)C12CC(C1)(C2)COC2=NC=C(C#N)C=C2 6-((3-(5-(3-fluoro-4-methyl-phenyl)-4,5-dihydro-1H-pyrazole-1-carbonyl)bicyclo-[1.1.1]pentan-1-yl)-methoxy)nicotinonitrile